3,3-bis-azidomethyl-oxetane N(=[N+]=[N-])CC1(COC1)CN=[N+]=[N-]